[Si](C1=CC=CC=C1)(C1=CC=CC=C1)(C(C)(C)C)OCC1CN(CC(C1)O)C(=O)OCC1=CC=CC=C1 benzyl 3-(((tert-butyldiphenylsilyl) oxy) methyl)-5-hydroxypiperidine-1-carboxylate